tert-butyl (S)-4-(7-bromo-8-fluoro-2-(((2R,7aS)-2-fluorotetrahydro-1H-pyrrolizin-7a(5H)-yl)methoxy)quinazolin-4-yl)-2-(cyanomethyl)piperazine-1-carboxylate BrC1=CC=C2C(=NC(=NC2=C1F)OC[C@]12CCCN2C[C@@H](C1)F)N1C[C@@H](N(CC1)C(=O)OC(C)(C)C)CC#N